N1C=CC=2C1=NC=C(C2)C=2C=C(C=CC2)C=CC(=O)NC2=CC(=CC=C2)OC 3-(3-(1H-pyrrolo[2,3-b]pyridin-5-yl)phenyl)-N-(3-methoxyphenyl)acrylamide